1-(6-chloro-3,4-dihydro-2H-benzo[b][1,4]oxazine-2-carboxamido)piperidine-4-carboxylic acid ClC1=CC2=C(OC(CN2)C(=O)NN2CCC(CC2)C(=O)O)C=C1